C(C1=CC=CC=C1)NC(=O)[C@]12[C@@H]([C@@H]3[C@H](C(N1)=O)[C@@H](CN3CC3=CC=C(C=C3)N(C)C)C2)CC(C)C |o1:10,11,12,13,17| (3S*,3aR*,6S*,7R*,7aR*)-N-benzyl-1-(4-(dimethylamino)benzyl)-7-isobutyl-4-oxooctahydro-6H-3,6-methanopyrrolo[3,2-c]pyridine-6-carboxamide